lithium 2-sulfo-1,2-ethanediol S(=O)(=O)(O)C(CO)O.[Li]